5-[1-(1,3,4-oxadiazol-2-yl)ethyl]-2-methoxyaniline O1C(=NN=C1)C(C)C=1C=CC(=C(N)C1)OC